2-[7-[[6-(trifluoromethyl)-3-pyridinyl]methyl]-2,7-diazaspiro[3.4]octane-2-carbonyl]-8-oxa-2,5-diazaspiro[3.5]nonan-6-one FC(C1=CC=C(C=N1)CN1CCC2(CN(C2)C(=O)N2CC3(C2)NC(COC3)=O)C1)(F)F